3-(2-azepan-1-yl-ethylsulfanyl)-propanol N1(CCCCCC1)CCSCCCO